NC1=CC=C(C=C1)C(=N)NC(OCCOCC)=O 2-ethoxyethyl ((4-aminophenyl)(imino)methyl)carbamate